C(C)OC(CCC=1C=CC(=NC1)C(=O)O)=O 5-(3-Ethoxy-3-oxopropyl)pyridine-2-carboxylic acid